6-((5-chloro-3-fluorothiophen-2-yl)methoxy)-1',2',3',6'-tetrahydro-2,4'-bipyridine di-p-toluenesulfonate CC1=CC=C(C=C1)S(=O)(=O)O.CC1=CC=C(C=C1)S(=O)(=O)O.ClC1=CC(=C(S1)COC1=CC=CC(=N1)C=1CCNCC1)F